ClC1=C(C(=NC=C1)N(C(OC(C)(C)C)=O)COCC[Si](C)(C)C)[N+](=O)[O-] tert-butyl N-(4-chloro-3-nitro-2-pyridyl)-N-(2-trimethylsilylethoxymethyl)carbamate